(4S)-3,3-difluoro-4-[4-(3-methyl-2-oxo-1H-benzimidazol-4-yl)piperazin-1-yl]piperidine-1-carboxylic acid tert-butyl ester C(C)(C)(C)OC(=O)N1CC([C@H](CC1)N1CCN(CC1)C1=CC=CC=2NC(N(C21)C)=O)(F)F